COC1=CC=C(C=C1)C1=NC(=NC(=N1)C1=C(C=C(C=C1)OCCCCCCCC)O)C1=C(C=C(C=C1)OCCCCCCCC)O 2-(4'-methoxyphenyl)-4,6-bis(2'-hydroxy-4'-n-octyloxyphenyl)-1,3,5-triazine